3-(cyclopent-1,3-dien-1-yl)propan tert-Butyl-(S)-2-(methoxy(methyl)carbamoyl)-4,4-dimethylpyrrolidine-1-carboxylate C(C)(C)(C)OC(=O)N1[C@@H](CC(C1)(C)C)C(N(C)OC)=O.C1(=CC=CC1)CCC